N-(4-((3-phenethyl-3-(pyridin-2-yl)pyrrolidin-1-yl)methyl)phenyl)acetamide C(CC1=CC=CC=C1)C1(CN(CC1)CC1=CC=C(C=C1)NC(C)=O)C1=NC=CC=C1